O=S1(N=C[C@H]2N(C3=C1C=CC=N3)CCOC2)=O (R)-5,5-Dioxido-7a,8,10,11-tetrahydro-[1,4]oxazino[3,4-d]pyrido[2,3-f][1,2,5]thiadiazepin